1-methyl-5-(3-(4,4,5,5-tetramethyl-1,3,2-dioxaborolan-2-yl)cyclopent-2-ene-1-yl)-1H-pyrazole CN1N=CC=C1C1C=C(CC1)B1OC(C(O1)(C)C)(C)C